C12C(CC(CC1)CC2)C(C)NS(=O)(=O)C2=CC=C1CCNC(C1=C2)=O N-(1-(bicyclo[2.2.2]octan-2-yl)ethyl)-1-oxo-1,2,3,4-tetrahydro-isoquinoline-7-sulfonamide